N-(1,1-dioxido-2,3-dihydrothiophen-3-yl)-2-ethyl-6-hydroxythieno[2,3-b]pyridine-5-carboxamide O=S1(CC(C=C1)NC(=O)C=1C=C2C(=NC1O)SC(=C2)CC)=O